FC1=CC=C(C=C1)C=1C=C2C(=NC1)NN=C2NC(C2=CC=C(C=C2)N2CCN(CC2)C)=O N-(5-(4-fluorophenyl)-1H-pyrazolo[3,4-b]pyridin-3-yl)-4-(4-methylpiperazin-1-yl)benzamide